BrC=1C=C(C=C(C1)C)C(C=CC(=O)O)=O 4-(3-bromo-5-methylphenyl)-4-oxobut-2-enoic acid